C(CCCCCCC\C=C/CCCCCCCC)OC(CCSCCC(=O)OCCCCCCCC\C=C/CCCCCCCC)=O thiodipropionic acid dioleyl ester